N-(5-((4-(trifluoromethyl)benzyl)oxy)-1H-indol-3-yl)isonicotinamide FC(C1=CC=C(COC=2C=C3C(=CNC3=CC2)NC(C2=CC=NC=C2)=O)C=C1)(F)F